C(C)(=O)NCCN(CCCCC1=CC=C2CCCN(C2=N1)C(=O)OC(C)(C)C)CC[C@@H](C(=O)OC)NC(=O)OCC1=CC=CC=C1 (S)-tert-butyl 7-(4-((2-acetamidoethyl) (3-(((benzyloxy)carbonyl)amino)-4-methoxy-4-oxobutyl)amino) butyl)-3,4-dihydro-1,8-naphthyridine-1(2H)-carboxylate